ClC=1C(=CC(=NC1)NC(=O)[C@@H]1C[C@@H](CCC1)NC(CC=1N=CSC1)=O)C1=CC2=C(N(N=C2C(=C1)F)C)C(C)C (1S,3R)-N-(5-chloro-4-(7-fluoro-3-isopropyl-2-methyl-2H-indazol-5-yl)pyridin-2-yl)-3-(2-(thiazol-4-yl)acetylamino)cyclohexane-1-carboxamide